N-(4-{[5-(3-aminophenyl)-6-(1-methyl-1H-pyrazol-4-yl)furo[2,3-d]pyrimidin-4-yl]oxy}phenyl)-1-(4-fluorophenyl)-2-oxo-1,2-dihydropyridine-3-carboxamide NC=1C=C(C=CC1)C1=C(OC=2N=CN=C(C21)OC2=CC=C(C=C2)NC(=O)C=2C(N(C=CC2)C2=CC=C(C=C2)F)=O)C=2C=NN(C2)C